octylbutyl ether C(CCCCCCC)OCCCC